6-(6-(((1s,4s)-4-aminocyclohexyl)(methyl)amino)pyridazin-3-yl)-5-hydroxy-2,5-dihydro-4H-pyrazolo[3,4-d]pyrimidin-4-one NC1CCC(CC1)N(C1=CC=C(N=N1)C=1N(C(C=2C(N1)=NNC2)=O)O)C